8-bromo-N-(2-((tert-butyldimethylsilyl)oxy)ethyl)-1,6-naphthyridin-5-amine BrC1=CN=C(C=2C=CC=NC12)NCCO[Si](C)(C)C(C)(C)C